C1(=CC=CC=2C3=CC=CC=C3CC12)OP(O)(O)=O fluorenyl-phosphoric acid